ClCC=1C=C2C=3N(C(C(NC3C1F)=O)C)C=C2F 8-(chloromethyl)-6,9-difluoro-3-methyl-1H-pyrrolo[1,2,3-de]quinoxalin-2(3H)-one